(1s,4s)-2'-bromo-4-[(pyridin-3-yl)amino]spiro[cyclohexane-1,1'-indene]-4-carboxylic acid BrC=1C2(C3=CC=CC=C3C1)CCC(CC2)(C(=O)O)NC=2C=NC=CC2